3-((5-([1,2,4]triazolo[4,3-a]pyridin-6-yl)-7H-pyrrolo[2,3-d]pyrimidin-2-yl)amino)-1-methylcyclobutan-1-ol N=1N=CN2C1C=CC(=C2)C2=CNC=1N=C(N=CC12)NC1CC(C1)(O)C